((4-(1-(2,6-dioxopiperidin-3-yl)-3-methyl-2-oxo-2,3-dihydro-1H-benzo[d]imidazol-5-yl)piperidin-1-yl)methyl)piperidine-1-carboxylic acid tert-butyl ester C(C)(C)(C)OC(=O)N1C(CCCC1)CN1CCC(CC1)C1=CC2=C(N(C(N2C)=O)C2C(NC(CC2)=O)=O)C=C1